(R)-N-(6-(2-chloro-5-fluorophenyl)-8-oxo-3-(2,2,2-trifluoroethyl)-3,6,7,8-tetrahydropyrrolo[3,4-e]indazol-5-yl)-3-fluoro-5-(trifluoromethyl)benzamide ClC1=C(C=C(C=C1)F)[C@@H]1NC(C=2C=3C=NN(C3C=C(C21)NC(C2=CC(=CC(=C2)C(F)(F)F)F)=O)CC(F)(F)F)=O